trans-ethyl 4-hydroxycyclohexanecarboxylate O[C@@H]1CC[C@H](CC1)C(=O)OCC